ClC1=CC(=C(C(=C1)C)C1=CC=C(N=N1)C(=O)O)O 6-(4-Chloro-2-hydroxy-6-methylphenyl)pyridazine-3-carboxylic acid